(R)-N-((4-bromophenyl)(1-cyclopentyl-1H-tetrazol-5-yl)methyl)-4-(trifluoromethyl)aniline BrC1=CC=C(C=C1)[C@@H](NC1=CC=C(C=C1)C(F)(F)F)C1=NN=NN1C1CCCC1